FC=1C=C(C=CC1)C=1N=CC(=NC1)CN1N=CC2=CC(=CC(=C12)C(=O)OC)C methyl 1-((5-(3-fluorophenyl) pyrazin-2-yl) methyl)-5-methyl-1H-indazole-7-carboxylate